ClC1=C(C(=NC=C1)OCC(C(=O)NC1CCN(CC1)C)(C)C)F 3-((4-chloro-3-fluoropyridin-2-yl)oxy)-2,2-dimethyl-N-(1-methylpiperidin-4-yl)propionamide